(1R,2S)-2-fluorocyclopropan-1-amine 4-methylbenzenesulfonate CC1=CC=C(C=C1)S(=O)(=O)O.F[C@@H]1[C@@H](C1)N